2-(((1-(3-((1-(5-chloropyridin-2-yl)-2-oxo-2-(6'-(trifluoromethoxy)spiro[cyclopropane-1,3'-indolin]-1'-yl)ethyl)amino)-5-methoxyphenyl)ethylidene)amino)oxy)-2-methylpropanoic acid ClC=1C=CC(=NC1)C(C(N1CC2(C3=CC=C(C=C13)OC(F)(F)F)CC2)=O)NC=2C=C(C=C(C2)OC)C(C)=NOC(C(=O)O)(C)C